2-(2-chlorophenyl)-N-(1-isopropyl-4-sulfamoyl-1H-indazol-6-yl)acetamide ClC1=C(C=CC=C1)CC(=O)NC1=CC(=C2C=NN(C2=C1)C(C)C)S(N)(=O)=O